6-(thiazol-2-yl)nicotinonitrile hydrochloride Cl.S1C(=NC=C1)C1=NC=C(C#N)C=C1